3,4'-bis(4-aminophenoxy)biphenyl tert-butyl-(R)-(4-((5,6,7,8-tetrahydroquinolin-8-yl)amino)butyl)carbamate C(C)(C)(C)N(C(O)=O)CCCCN[C@@H]1CCCC=2C=CC=NC12.NC1=CC=C(OC=2C=C(C=CC2)C2=CC=C(C=C2)OC2=CC=C(C=C2)N)C=C1